(1S,5R)-3-(8-cyanoquinolin-5-yl)-N'-(2-(1-methylpiperidin-4-yl)acetyl)-5-(trifluoromethyl)-3-azabicyclo[3.1.0]hexane-1-carboxylic acid hydrazide C(#N)C=1C=CC(=C2C=CC=NC12)N1C[C@@]2(C[C@@]2(C1)C(F)(F)F)C(=O)NNC(CC1CCN(CC1)C)=O